ditert-butyl-[2-(2,4,6-triisopropylphenyl)phenyl]-phosphane C(C)(C)(C)P(C1=C(C=CC=C1)C1=C(C=C(C=C1C(C)C)C(C)C)C(C)C)C(C)(C)C